2,2-dimethyltetrahydro-2H-pyran-4-yl alaninate N[C@@H](C)C(=O)OC1CC(OCC1)(C)C